N1(CC=C(C=C1)N)C=1C=NC=CC1 [1,3']bipyridinyl-4-ylamine